5-chloro-2-(N-((1S,2R)-2-(6-fluoro-2,3-dimethylphenyl)-1-(5-oxo-4,5-dihydro-1,3,4-oxadiazol-2-yl)propyl)sulfamoyl)benzoic acid ClC=1C=CC(=C(C(=O)O)C1)S(N[C@@H]([C@H](C)C1=C(C(=CC=C1F)C)C)C=1OC(NN1)=O)(=O)=O